IC=[NH+][O-] iodonitrone